N-[3-(4-amino-7-methyl-7H-pyrrolo[2,3-d]pyrimidin-5-yl)-2-fluoro-phenyl]-2,6-difluoro-benzenesulfonamide NC=1C2=C(N=CN1)N(C=C2C=2C(=C(C=CC2)NS(=O)(=O)C2=C(C=CC=C2F)F)F)C